triiodobenzoic acid C1=C(C=C(C(=C1C(=O)O)I)I)I